CS(=O)(=O)C1=CC=C(C=N1)NCC#CC=1N(C=2C=CC=C(C2C1)NC1CCN(CC1)C)CC(F)(F)F 2-{3-[(6-methanesulfonylpyridin-3-yl)amino]prop-1-yn-1-yl}-N-(1-methylpiperidin-4-yl)-1-(2,2,2-trifluoroethyl)-1H-indol-4-amine